ClC(C(=O)N1C(COC2=C1C=CC=C2)C)Cl N-dichloroacetyl-3-methyl-2H-1,4-benzoxazine